FC(C=1C=CC(=NC1)CN1N=CC=2C=NC=3C=CC(=CC3C21)C(=O)N)(F)F ((5-(trifluoromethyl)pyridin-2-yl)methyl)-1H-pyrazolo[4,3-c]quinoline-8-carboxamide